(S)-4-chloro-7-(2-chlorobenzyl)-2-((1-methylpyrrolidin-2-yl)methoxy)imidazo[2,1-f][1,2,4]triazine ClC1=NC(=NN2C1=NC=C2CC2=C(C=CC=C2)Cl)OC[C@H]2N(CCC2)C